(5-(dibenzo[b,d]furan-1-yl)naphthalen-2-yl)boronic acid C1(=CC=CC=2OC3=C(C21)C=CC=C3)C3=C2C=CC(=CC2=CC=C3)B(O)O